C1(=CC=CC=C1)C(OC[C@@H]1[C@H](C[C@H]2OC(C[C@H]21)=O)O)(C2=CC=CC=C2)C2=CC=CC=C2 (3as,4r,5s,6ar)-4-(((triphenylmethyl)oxy)methyl)-5-hydroxyhexahydro-2H-cyclopenta[b]furan-2-one